(S)-4-((1-(8-([1,2,4]triazolo[4,3-a]pyrimidin-6-yl)-4-chloro-1-oxo-2-phenyl-1,2-dihydroisoquinolin-3-yl)ethyl)amino)pyrido[2,3-d]pyrimidin-5(8H)-one N=1N=CN2C1N=CC(=C2)C=2C=CC=C1C(=C(N(C(C21)=O)C2=CC=CC=C2)[C@H](C)NC=2C1=C(N=CN2)NC=CC1=O)Cl